tert-butyl 4-(N-(4-cyclopropylphenyl)carbamoyl)-4-methylpiperidine-1-carboxylate C1(CC1)C1=CC=C(C=C1)NC(=O)C1(CCN(CC1)C(=O)OC(C)(C)C)C